(2R,3S,4R,5S,6R)-2-(acetoxymethyl)-5-hydroxy-6-isobutyltetrahydro-2H-pyran-3,4-diyl diacetate C(C)(=O)O[C@H]1[C@H](O[C@@H]([C@@H]([C@H]1OC(C)=O)O)CC(C)C)COC(C)=O